(3R)-3-(3-bromoanilino)piperidine-1-carboxylic acid tert-butyl ester C(C)(C)(C)OC(=O)N1C[C@@H](CCC1)NC1=CC(=CC=C1)Br